3-(((6-(3-methyl-4-(((4-(pyridin-2-yl)pyrimidin-2-yl)amino)methyl)isoxazol-5-yl)pyridin-3-yl)oxy)methyl)cyclopentane-1-carboxylic acid CC1=NOC(=C1CNC1=NC=CC(=N1)C1=NC=CC=C1)C1=CC=C(C=N1)OCC1CC(CC1)C(=O)O